C(N)(=O)C=1C=CC=C(C1)CN1C2=CC=CC=C2C=2C(=CC=C(C12)C=1SC=CC1)OCC(=O)O 5-carbamoyl-9-(phenylmethyl)-2-(2-thienylcarbazol-4-yl)oxyacetic acid